C1(CC1)C[C@@H]1C[C@@H](N(CC1)CC1=C2C=CNC2=C(C=C1OC)C)C1=CC=C(C(=O)O)C=C1 4-((2R,4S)-4-(cyclopropylmethyl)-1-((5-methoxy-7-methyl-1H-indol-4-yl)methyl)piperidin-2-yl)benzoic acid